CN(C1=CC=C(N=N1)N1C(NC2=C1C=CC=C2)=O)C 1-(6-(dimethylamino)pyridazin-3-yl)-1H-benzo[d]imidazol-2(3H)-one